ClC1=CC=CC2=C1C(=NO2)C2OC1=C(C2)C=CC=C1S(=O)(=O)N (4-Chlorobenzo[d]isoxazol-3-yl)-2,3-dihydrobenzofuran-7-sulfonamide